C(C)N1C2=C(OCC1=O)C(=CC(=C2)NC2=NC=CC(=N2)C2=C(C=C(C=C2)F)OCC2=CC=CC=C2)CN2CCOCC2 4-Ethyl-6-((4-(2-(benzyloxy)-4-fluorophenyl)pyrimidin-2-yl)amino)-8-(morpholinomethyl)-2H-benzo[b][1,4]oxazin-3(4H)-one